(2S)-2-(4-chloro-2-methoxybenzenesulfonamido)-3-(6-fluoro-2,3-dimethylphenyl)-3-hydroxypropionic acid ClC1=CC(=C(C=C1)S(=O)(=O)N[C@H](C(=O)O)C(O)C1=C(C(=CC=C1F)C)C)OC